N[C@H](C(=O)O)CCCCNC(CCC1=CC=NC=C1)=O (2S)-2-amino-6-[3-(4-pyridyl)propanoylamino]hexanoic acid